2-Hydroxy-7-azaspiro[3.5]nonane-7-carboxylic acid tert-butyl ester C(C)(C)(C)OC(=O)N1CCC2(CC(C2)O)CC1